4,5-epoxytetrahydro-phthalic acid di(2-ethylhexyl) ester C(C)C(COC(C1C(C(=O)OCC(CCCC)CC)CC2C(=C1)O2)=O)CCCC